ethyl 4-oxo-4-(phenylamino)but-2-ynoate O=C(C#CC(=O)OCC)NC1=CC=CC=C1